NC=1SC(=C(N1)C1=CC=CC=C1)OC1=CC(=NC=C1)NC1=CC=C(C=C1)S(=O)(=O)N 4-((4-((2-amino-4-phenylthiazol-5-yl)oxy)pyridin-2-yl)amino)benzenesulfonamide